C(C(C)(C)C)(=O)OP(OC(C(C)(C)C)=O)(=O)CC(=NO)N (2-amino-2-(hydroxyimino)ethyl)phosphonic acid dipivaloyl ester